C(C=C)(=O)N1CC(CC1)C=1N=C(N2C(=NC=CC21)N)C2=CC(=C(C(=O)NC1=NC=CC=C1)C=C2)F 4-(1-(1-acryloylpyrrolidin-3-yl)-5-aminoimidazo[1,5-c]pyrimidin-3-yl)-2-fluoro-N-(pyridin-2-yl)benzamide